OCCC1CCN(CC1)C1=CC=C(C=N1)N1C(CCCC1=O)=O (6-(4-(2-hydroxyethyl)piperidin-1-yl)pyridin-3-yl)piperidine-2,6-dione